(6-(1H-pyrazol-1-yl)-5-(difluoromethyl)pyridin-3-yl)-5-cyclopropyl-1-(4-carbonyl-4H-pyrido[1,2-a]pyrimidin-9-yl)-1H-pyrazole-4-carboxamide N1(N=CC=C1)C1=C(C=C(C=N1)C1=NN(C(=C1C(=O)N)C1CC1)C1=CC=CN2C1=NC=CC2=C=O)C(F)F